C(#N)C1=C(SC2=C1CN(C(C2)C)C(C)C2=CC=CC=C2)NC(CC2=CC=C(C=C2)S(N)(=O)=O)=O N-(3-Cyano-6-methyl-5-(1-phenylethyl)-4,5,6,7-tetrahydrothieno[3,2-c]pyridin-2-yl)-2-(4-sulfamoylphenyl)acetamid